4'-((1-(4-methoxybenzoyl)-3-(S-methylsulfonimidoyl)pyrrolidin-3-yl)methoxy)-[1,1'-biphenyl]-4-carbonitrile COC1=CC=C(C(=O)N2CC(CC2)(S(=O)(=N)C)COC2=CC=C(C=C2)C2=CC=C(C=C2)C#N)C=C1